2-[(4-fluoro-2-pyridinyl)oxymethyl]-6-[4-fluoro-2-(trifluoromethyl)phenyl]imidazo[1,2-a]pyrimidine FC1=CC(=NC=C1)OCC=1N=C2N(C=C(C=N2)C2=C(C=C(C=C2)F)C(F)(F)F)C1